C1(=CC=C(C=C1)C=1N(C(=C2CCCCC12)C)C=1C=CC=C2C=CC(=CC12)O)C1=CC=CC=C1 8-(1-([1,1'-biphenyl]-4-yl)-3-methyl-4,5,6,7-tetrahydro-2H-isoindol-2-yl)naphthalen-2-ol